FC=1C=C(C=CC1C)C1=NC(=NC=C1C)C(=O)O 4-(3-fluoro-4-methylphenyl)-5-methylpyrimidine-2-carboxylic acid